C1=CC=C(C=2SC3=C(C21)C=CC=C3)C=3N(C(=CC3C(=O)OC)C3=C2C(=NC=C3)N(C=C2)S(=O)(=O)C2=CC=CC=C2)COCC[Si](C)(C)C methyl 2-(dibenzo[b,d]thiophen-4-yl)-5-[1-(benzenesulfonyl)-1H-pyrrolo[2,3-b]pyridin-4-yl]-1-{[2-(trimethylsilyl) ethoxy] methyl}-1H-pyrrole-3-carboxylate